3-((S)-2-((E)-3-(4-Chloro-2-fluorophenyl)acrylamido)-3-cyclobutylpropanamido)-N-cyclopropyl-2-oxo-4-((S)-2-oxopyrrolidin-3-yl)butanamid ClC1=CC(=C(C=C1)/C=C/C(=O)N[C@H](C(=O)NC(C(C(=O)NC1CC1)=O)C[C@H]1C(NCC1)=O)CC1CCC1)F